5-(Methoxy-d3)-4-carbonyl-1,4-dihydropyridine-2-carboxylic acid C(OC=1C(C=C(NC1)C(=O)O)=C=O)([2H])([2H])[2H]